N-(4-(3-methoxyphenoxy)benzylidene)-4-methylbenzenesulfinamide COC=1C=C(OC2=CC=C(C=NS(=O)C3=CC=C(C=C3)C)C=C2)C=CC1